COC=1C=C(CNC=2C3=C(N=C(N2)NC(C)C)C=CS3)C=CC1OC N4-(3,4-dimethoxybenzyl)-N2-isopropylthieno[3,2-d]pyrimidine-2,4-diamine